(S)-1'-(2-(2-chloro-6-isopropylphenyl)-2H-pyrazolo[3,4-d]pyrimidin-6-yl)-1,3-dihydrospiro[inden-2,4'-piperidin]-1-amine ClC1=C(C(=CC=C1)C(C)C)N1N=C2N=C(N=CC2=C1)N1CCC2(CC1)[C@@H](C1=CC=CC=C1C2)N